2,4-bis(2,4-dimethylphenyl)-6-[2-hydroxy-4-(3-benzyloxy-2-hydroxypropoxy)phenyl]-s-triazine CC1=C(C=CC(=C1)C)C1=NC(=NC(=N1)C1=C(C=C(C=C1)C)C)C1=C(C=C(C=C1)OCC(COCC1=CC=CC=C1)O)O